3-(triethoxysilylpropyl)octane C(C)O[Si](OCC)(OCC)CCCC(CC)CCCCC